1-(7-(1-benzylpiperidin-3-yl)-2-chloropyrazolo[1,5-a]pyrimidin-3-yl)-N-((tetrahydro-2H-pyran-4-yl)methyl)methanamine C(C1=CC=CC=C1)N1CC(CCC1)C1=CC=NC=2N1N=C(C2CNCC2CCOCC2)Cl